N-(2-chloro-4-(trifluoromethyl)phenyl)-2-(2-(4-cyanocyclohex-1-en-1-yl)-5-ethyl-7-oxo-6-(piperazin-1-yl)-[1,2,4]triazolo[1,5-a]pyrimidin-4(7H)-yl)acetamide ClC1=C(C=CC(=C1)C(F)(F)F)NC(CN1C=2N(C(C(=C1CC)N1CCNCC1)=O)N=C(N2)C2=CCC(CC2)C#N)=O